tert-butyl (R)-(1-hydroxybutan-2-yl)carbamate OC[C@@H](CC)NC(OC(C)(C)C)=O